tert-butyl ((1,2,3,4-tetrahydroquinolin-6-yl)methyl)carbamate N1CCCC2=CC(=CC=C12)CNC(OC(C)(C)C)=O